C(C)(C)(C)C=1C=CC(=C(C1)C1=CC=CC=C1)NC=1C=C2CC(CC2=CC1)(C)C N-(5-(tert-butyl)-[1,1'-biphenyl]-2-yl)-2,2-dimethyl-2,3-dihydro-1H-inden-5-amine